2-((1-benzylindazol-3-yl)methoxy)-2-methyl-propionic acid C(C1=CC=CC=C1)N1N=C(C2=CC=CC=C12)COC(C(=O)O)(C)C